[Cl-].[Cl-].C(C)(C)(C)C1=CC(C(=C1)C)[Zr+2]C1=CC=CC=2C=CC=3C=4C=CC=CC4CC3C21 (3-tert-butyl-5-methylcyclopentadienyl)(benzofluorenyl)zirconium dichloride